(S)-5-bromo-2-(1-(tert-butoxycarbonyl)pyrrolidin-3-yl)-2H-indazole-3-carboxylic acid methyl ester COC(=O)C=1N(N=C2C=CC(=CC12)Br)[C@@H]1CN(CC1)C(=O)OC(C)(C)C